3-iodo-6-(1H-pyrazol-1-yl)imidazo[1,2-a]pyridine IC1=CN=C2N1C=C(C=C2)N2N=CC=C2